4-(3-(dimethylamino)prop-1-ynyl)-2-nitroaniline CN(CC#CC1=CC(=C(N)C=C1)[N+](=O)[O-])C